1-methyl-N-(2-phenyl-2-((4-(trifluoromethoxy)phenyl)sulfonamido)ethyl)-1H-pyrrole-3-sulfonamide CN1C=C(C=C1)S(=O)(=O)NCC(NS(=O)(=O)C1=CC=C(C=C1)OC(F)(F)F)C1=CC=CC=C1